P(=O)(OCCCCCCCCCC)(OC1=CC=CC=C1)[O-] monodecyl phenyl phosphate